((5R,9S)-2-Methyl-3-(1-methyl-1H-indol-2-yl)-4,5,6,7,8,9-hexahydro-2H-5,9-epiminocycloocta[c]pyrazol-10-yl)(quinolin-6-yl)methanone CN1N=C2C(=C1C=1N(C3=CC=CC=C3C1)C)C[C@H]1CCC[C@@H]2N1C(=O)C=1C=C2C=CC=NC2=CC1